BrC=1C(=NC(=CC1)C1CCCCC1)C1CCCCC1 3-bromo-2,6-dicyclohexylpyridine